COC(C1=CC=NN1CC1=C(C=CC=C1)OC)OC 5-(Dimethoxymethyl)-1-[(2-methoxyphenyl)methyl]-1H-pyrazole